2-(10-bromoanthracen-9-yl)pyridine BrC1=C2C=CC=CC2=C(C2=CC=CC=C12)C1=NC=CC=C1